1-((5-(4-fluoro-2-(1-(2-nitropyridin-3-yloxy)ethyl)phenyl)-1-methyl-1H-pyrazol-4-yl)methyl)-1H-imidazole-4-carbonitrile FC1=CC(=C(C=C1)C1=C(C=NN1C)CN1C=NC(=C1)C#N)C(C)OC=1C(=NC=CC1)[N+](=O)[O-]